C(C)N1C(=NN(C1=O)C=1C=C2C(=NN(C(C2=CC1F)=O)C1=C(C=CC=C1)C)[C@@H](C(F)(F)F)C)CO (S)-6-(4-ethyl-3-(hydroxymethyl)-5-oxo-4,5-dihydro-1H-1,2,4-triazol-1-yl)-7-fluoro-2-(o-tolyl)-4-(1,1,1-trifluoropropan-2-yl)phthalazin-1(2H)-one